N1CNC2=C1C=CC=C2 1,3-dihydrobenzimidazole